BrC=1C=NC=C(C(=O)NCC(CC)C)C1Cl 5-bromo-4-chloro-N-(2-methylbutyl)nicotinamide